C(C)(C)(C)OC(=O)N1C2CC(=CC1CC2)C=2C=C1C(=C(NC1=CC2)C=2C(=C(C=1N(C2)C=NN1)C)C)C(C)C 3-(2-(7,8-dimethyl-[1,2,4]triazolo[4,3-a]pyridin-6-yl)-3-isopropyl-1H-indol-5-yl)-8-azabicyclo[3.2.1]oct-3-ene-8-carboxylic acid tert-butyl ester